O=C1NC(CCC1N1C2=CC(NC=3C=CC=C(C1=O)C23)=O)=O 2-(2,6-dioxo-3-piperidyl)-2,9-diazatricyclo[6.3.1.04,12]dodeca-1(11),4,6,8(12)-tetraene-3,10-dione